NC1=NC2=CC=C(C=C2C(=C1)Cl)C(=O)O 2-amino-4-chloroquinoline-6-carboxylic acid